1-AMINODIBENZOFURAN NC1=CC=CC=2OC3=C(C21)C=CC=C3